C(C)(=O)OC1=CC=CC=C1 acetic acid, phenyl ester